1-(2,3-dihydroxypropyl)-3-methylimidazolium tetrafluoroborate F[B-](F)(F)F.OC(CN1C=[N+](C=C1)C)CO